rac-4-[3,5-Dichloro-4-[8-(2-fluoro-4-methoxycarbonyl-5-morpholin-4-ylphenyl)-2,4-dihydro-1,3-benzoxazine-3-carbonyl]phenyl]-1-(2-methoxyethyl)piperazine-2-carboxylic acid ClC=1C=C(C=C(C1C(=O)N1COC2=C(C1)C=CC=C2C2=C(C=C(C(=C2)N2CCOCC2)C(=O)OC)F)Cl)N2C[C@@H](N(CC2)CCOC)C(=O)O |r|